C(C1=CC=CC=2NN=NC21)C2=CC=CC=1NN=NC12 Methylenebis-benzotriazole